IC1=CC=2N=C(N=C(C2S1)NCCN1CCOCC1)N 6-iodo-N4-(2-morpholinoethyl)thieno[3,2-d]Pyrimidine-2,4-diamine